CC1=C(COC2=CC=C(C=O)C=C2)C=CC=C1B1OC(C(O1)(C)C)(C)C 4-(2-methyl-3-(4,4,5,5-tetramethyl-1,3,2-diOxaborolan-2-yl)benzyloxy)benzaldehyde